2-[[1-[(2-Chlorophenyl)methyl]-5-(4-fluorophenyl)pyrazol-3-yl]methoxy]-2-methyl-propanoic acid ClC1=C(C=CC=C1)CN1N=C(C=C1C1=CC=C(C=C1)F)COC(C(=O)O)(C)C